1,3-dibromo-decane BrCCC(CCCCCCC)Br